6,7-dimethoxy-4-(piperidine-1-carbonyl)-2-(thiazol-2-yl)isoquinolin-1(2H)-one COC=1C=C2C(=CN(C(C2=CC1OC)=O)C=1SC=CN1)C(=O)N1CCCCC1